2,3-difluoro-4-trifluoromethylphenol FC1=C(C=CC(=C1F)C(F)(F)F)O